1-[2-(aminomethyl)-3,3-difluoro-allyl]-4-[4-(4-methylsulfonylphenyl)phenyl]tetrazol-5-one aluminum zirconium [Zr].[Al].NCC(CN1N=NN(C1=O)C1=CC=C(C=C1)C1=CC=C(C=C1)S(=O)(=O)C)=C(F)F